C1(CC1)C1=C(C(=NO1)C1=NNC2=NC=NC(=C21)N)C2=NC=CC=C2 3-[5-cyclopropyl-4-(pyridin-2-yl)-1,2-oxazol-3-yl]-1H-pyrazolo[3,4-d]pyrimidin-4-amine